ClC1=C(C(=C(CNC(C(C)C)=O)C=C1)F)C=1NC(C=C(N1)C=1SC=C(N1)C#CC)=O N-(4-chloro-2-fluoro-3-{6-oxo-4-[4-(1-propynyl)thiazol-2-yl]-1,6-dihydropyrimidin-2-yl}benzyl)isobutyramide